methoxy-N-methyl-5-((2-methylpyrrolidin-1-yl)methyl)furan-2-carboxamide COC1=C(OC(=C1)CN1C(CCC1)C)C(=O)NC